2,4-difluoro-3-methylaniline FC1=C(N)C=CC(=C1C)F